((5S)-5-((4-amino-2-oxopyrimidin-1(2H)-yl)methyl)-2-oxo-1,4,2-dioxaphosphorinan-2-yl)-L-isoleucine pentyl ester C(CCCC)OC([C@@H](NP1(OC[C@@H](OC1)CN1C(N=C(C=C1)N)=O)=O)[C@@H](C)CC)=O